3-bromo-8-hydroxy-7-(piperidin-1-ylmethylene)benzopyran BrC1=COC=2C(=C1)C=CC(C2O)=CN2CCCCC2